C(C)O/C=C/C=1C=C(N2C=CC=C(C12)C1=C(C2=C(N(C(=N2)C)C)C=C1C(F)(F)F)OC)C(=O)C1=CC(=C(C(=C1)F)F)F (E)-(1-(2-ethoxyvinyl)-8-(4-methoxy-1,2-dimethyl-6-(trifluoromethyl)-1H-benzo[d]imidazol-5-yl)indolizin-3-yl)(3,4,5-trifluorophenyl)methanone